p-bromophenyl-boronic acid BrC1=CC=C(C=C1)B(O)O